ClC[C@@H]1CN(C2=CC(=C3C(=C12)C=C(N3)C(=O)N3CCC1=CC=C(C=C31)OCCN3CCN(CC3)C)O)C(=O)C=3NC1=C(C(=C(C=C1C3)OC)OC)OC (S)-(8-(chloromethyl)-4-hydroxy-6-(5,6,7-trimethoxy-1H-indole-2-carbonyl)-3,6,7,8-tetrahydropyrrolo[3,2-e]indol-2-yl)(6-(2-(4-methylpiperazin-1-yl)ethoxy)indolin-1-yl)methanone